(1R,4R)-4-(((5-fluoro-2-((1-(2,2,2-trifluoroethyl)-1H-pyrazol-4-yl)amino)pyrimidin-4-yl)oxy)methyl)cyclohexan FC=1C(=NC(=NC1)NC=1C=NN(C1)CC(F)(F)F)OCC1CCCCC1